Ethyl 2-(chlorosulfonyl)acetate ClS(=O)(=O)CC(=O)OCC